3-(2-Chloro-5-fluoropyrimidin-4-yl)-6-methylimidazo[1,2-a]pyridine ClC1=NC=C(C(=N1)C1=CN=C2N1C=C(C=C2)C)F